(E)-2-(4-(3-acetylaminophenyl)-1H-1,2,3-triazol-1-yl)-N'-(3,4-dimethoxybenzylidene)acethydrazide C(C)(=O)NC=1C=C(C=CC1)C=1N=NN(C1)CC(=O)N/N=C/C1=CC(=C(C=C1)OC)OC